CC(CNO)CCCCCCCCC N-(2-methylundecyl)hydroxylamine